Methyl (1RS,2RS)-2-((2-hydroxy-4-methylphenyl)thio)cyclopentane-1-carboxylate OC1=C(C=CC(=C1)C)S[C@H]1[C@H](CCC1)C(=O)OC |r|